C(=C)OC(CCCCCCCCC)=O decanoic acid vinyl ester